9-[R-2-[[(S)-[[(S)-1-(isopropoxycarbonyl)ethyl]amino]-phenoxyphosphinyl]methoxy]propyl]adenine C(C)(C)OC(=O)[C@H](C)N[P@@](=O)(OC1=CC=CC=C1)CO[C@@H](CN1C2=NC=NC(=C2N=C1)N)C